C(=C)NC1=CC=CC=C1 vinyl-aniline